FC(CC(CC=C)N)(C)F 6,6-difluorohept-1-en-4-amine